C(=O)=C1NC=CC2=CC=CC=C12 1-carbonyl-1,2-dihydroisoquinolin